C1C=CN2C1CNC1=C(C2)C=CC=C1 5,10,11,11a-tetrahydro-1H-benzo[e]pyrrolo[1,2-a][1,4]diazepin